(R)-2-chloro-7-isopropyl-3-(3-methoxypropoxy)-11-oxo-6,7-dihydro-11H-dipyrido[1,2-d:2',3'-f][1,4]oxazepine-10-carboxylic acid ClC=1C(=CC2=C(C=3N([C@@H](CO2)C(C)C)C=C(C(C3)=O)C(=O)O)N1)OCCCOC